FC=1C=CC(=C(C1)C1=CC=C(N=N1)NCC1=C2CCN(CC2=CC=C1)CC1CCOCC1)C 6-(5-fluoro-2-methylphenyl)-N-((2-((tetrahydro-2H-pyran-4-yl)methyl)-1,2,3,4-tetrahydroisoquinolin-5-yl)methyl)pyridazin-3-amine